ClCCN(C1=CC=C(C=C1)C(C(=O)O)CC)CCCl (4-[bis(2-chloroethyl)amino])Phenylbutyric acid